(R)-3-(1-((7-methoxy-2-methyl-6-(2-oxa-7-azaspiro[3.5]nonan-7-yl)quinazoline-4-yl)amino)ethyl)-2-methylbenzonitrile COC1=C(C=C2C(=NC(=NC2=C1)C)N[C@H](C)C=1C(=C(C#N)C=CC1)C)N1CCC2(COC2)CC1